1-(7-(1-(3-(2-hydroxyphenyl)-5-methyl-7H-pyrrolo[2,3-c]pyridazin-6-yl)ethyl)-3-oxa-7,9-diazabicyclo[3.3.1]nonan-9-yl)prop-2-en-1-one OC1=C(C=CC=C1)C1=CC2=C(N=N1)NC(=C2C)C(C)N2CC1COCC(C2)N1C(C=C)=O